GERANYLPYROPHOSPHAT C(\C=C(/C)\CCC=C(C)C)OP([O-])(=O)OP(=O)([O-])[O-]